4-(hydroxymethyl)-2-methylbenzoic acid OCC1=CC(=C(C(=O)O)C=C1)C